1-(1-(1-(pyridin-3-yl)-1H-indazol-3-yl)ethyl)-1H-pyrazolo[3,4-d]pyrimidin-4-amine N1=CC(=CC=C1)N1N=C(C2=CC=CC=C12)C(C)N1N=CC=2C1=NC=NC2N